Cyclohexyl ((((2R,3S,4R,5S)-5-(4-aminopyrrolo[2,1-f][1,2,4]triazin-7-yl)-2-cyano 3,4-dihydroxytetrahydrofuran-2-yl)methoxy)(2,2,2-trifluoroethoxy)phosphoryl)-L-alaninate NC1=NC=NN2C1=CC=C2[C@H]2[C@@H]([C@@H]([C@@](O2)(C#N)COP(=O)(OCC(F)(F)F)N[C@@H](C)C(=O)OC2CCCCC2)O)O